C1N(CCC12CCOCC2)C=2C1=C(N=CN2)NC(=C1)C1=CC=C(C=C1)NC(=O)C1=NC=CC(=C1)CN1C[C@@H](CCC1)N (R)-N-(4-(4-(8-oxa-2-azaspiro[4.5]decan-2-yl)-7H-pyrrolo[2,3-d]pyrimidin-6-yl)phenyl)-4-((3-aminopiperidin-1-yl)methyl)pyridine-2-carboxamide